COC(C)OC(C(=C)COCC(C(=O)OC(C)OC)=C)=O di(1-methoxyethyl)-2,2'-[oxybis(methylene)]bis-2-propenoate